styrene-maleic acid (anhydride) C(=CC1=CC=CC=C1)/C/1=C/C(=O)OC1=O